1-(N-carbazolyl)-3,4-dimethylenehex-5-ene C1=CC=CC=2C3=CC=CC=C3N(C12)CCC(C(C=C)=C)=C